4-(3-cyano-5-(trifluoromethyl)phenyl)-1-(4-(3,4-dichlorophenyl)-5-(isopropylsulfanyl)thiazol-2-yl)-3-methyl-1H-pyrazole-5-carboxylic acid C(#N)C=1C=C(C=C(C1)C(F)(F)F)C=1C(=NN(C1C(=O)O)C=1SC(=C(N1)C1=CC(=C(C=C1)Cl)Cl)SC(C)C)C